4-((1-((4'-(methoxymethyl)-[1,1'-biphenyl]-4-yl)amino)-2-methyl-1-oxopropan-2-yl)oxy)benzamide COCC1=CC=C(C=C1)C1=CC=C(C=C1)NC(C(C)(C)OC1=CC=C(C(=O)N)C=C1)=O